3-[(3S,4S)-4-amino-3-methyl-2-oxa-8-azaspiro[4.5]dec-8-yl]-6-[[3-chloro-2-(3-hydroxy-1-azetidinyl)-4-pyridinyl]thio]-5-methyl-2-pyrazinmethanol N[C@@H]1[C@@H](OCC12CCN(CC2)C=2C(=NC(=C(N2)C)SC2=C(C(=NC=C2)N2CC(C2)O)Cl)CO)C